C(C)(C)(C)[Si](OCC\C=C\B1OC(C(O1)(C)C)(C)C)(C)C (E)-tert-butyldimethyl-((4-(4,4,5,5-tetramethyl-1,3,2-dioxaborolan-2-yl)but-3-en-1-yl)oxy)silane